OC1(CC1)C1=NN(C=N1)C1CC2(CN(C2)C(=O)N2CC3(C2)CN(C3)CC3=C(N=CN3C)C#N)C1 5-[[2-[6-[3-(1-hydroxycyclopropyl)-1,2,4-triazol-1-yl]-2-azaspiro[3.3]heptane-2-carbonyl]-2,6-diazaspiro[3.3]heptan-6-yl]methyl]-1-methyl-imidazole-4-carbonitrile